(S)-5-chloro-4-(cyclopentylmethoxy)-2-fluoro-N-((2-methyl-2,3-dihydrobenzofuran-5-yl)sulfonyl)benzamide ClC=1C(=CC(=C(C(=O)NS(=O)(=O)C=2C=CC3=C(C[C@@H](O3)C)C2)C1)F)OCC1CCCC1